N-[3-chloro-4-[4-(1,1-dimethylpiperidin-1-ium-4-carbonyl)piperazine-1-carbonyl]phenyl]-5-[2,3-difluoro-4-[5-(3-methoxyphenyl)-1H-pyrazol-4-yl]phenyl]-1-methyl-imidazole-2-carboxamide ClC=1C=C(C=CC1C(=O)N1CCN(CC1)C(=O)C1CC[N+](CC1)(C)C)NC(=O)C=1N(C(=CN1)C1=C(C(=C(C=C1)C=1C=NNC1C1=CC(=CC=C1)OC)F)F)C